NC1=C(C)C=C(C(=C1)N)F 2,4-diamino-5-fluorotoluene